(E)-imino(5-methoxypyridin-2-yl)(2-(trifluoromethyl)styryl)-lambda6-sulfanone N=S(=O)(\C=C\C1=C(C=CC=C1)C(F)(F)F)C1=NC=C(C=C1)OC